O1C[C@@H](CC1)NC1=CC2=C(C=N1)C=C(N2COCC[Si](C)(C)C)C2=NC(=NC=C2)NCC(F)(F)F (R)-N-(Tetrahydrofuran-3-yl)-2-(2-((2,2,2-trifluoroethyl)amino)pyrimidin-4-yl)-1-((2-(trimethylsilyl)ethoxy)methyl)-1H-pyrrolo[3,2-c]pyridin-6-amine